BrC=1C=C2N(N=CC=C2)C1 6-bromopyrrolo[1,2-b]pyridazine